O=C1NC(CCC1N1C(C2=CC=C(C=C2C1=O)N1C[C@H](CC1)CN1CCC(CC1)C(=O)O)=O)=O 1-{[(3R)-1-[2-(2,6-dioxopiperidin-3-yl)-1,3-dioxoisoindol-5-yl]pyrrolidin-3-yl]methyl}piperidine-4-carboxylic acid